8-(4-Chloro-2,3-dimethylphenyl)-9-(4-((1-(3-fluoropropyl)azetidin-3-yliden)methyl)phenyl)-6,7-dihydro-5H-benzo[7]annulen ClC1=C(C(=C(C=C1)C=1CCCC2=C(C1C1=CC=C(C=C1)C=C1CN(C1)CCCF)C=CC=C2)C)C